diphenyl (1-((2-((cyclohexylsulfonyl)methyl)benzyl)amino)butyl)phosphonate C1(CCCCC1)S(=O)(=O)CC1=C(CNC(CCC)P(OC2=CC=CC=C2)(OC2=CC=CC=C2)=O)C=CC=C1